The molecule is an indoleacetaldehyde that is acetaldehyde in which one of the methyl hydrogens are replaced by a indol-3-yl group. It is an intermediate metabolite in the metabolism of tryptophan. It has a role as a human metabolite, a Saccharomyces cerevisiae metabolite, a bacterial metabolite and a mouse metabolite. C1=CC=C2C(=C1)C(=CN2)CC=O